N1=C(C=CC=C1)C1=NC2=CC=CC=C2C(=C1)N1CCCC1 2-pyridin-2-yl-4-pyrrolidin-1-yl-quinoline